cis-5-amino-3-(phenyl-((4-(piperidin-1-ylmethyl)phenyl)amino)methylene)indolin-2-one NC=1C=C2C(C(NC2=CC1)=O)=C(NC1=CC=C(C=C1)CN1CCCCC1)C1=CC=CC=C1